[(1R)-1-[[(2S)-3-(1-methylimidazol-2-yl)-2-(pyrazine-2-carbonylamino)propanoyl]amino]-4-phenyl-butyl]boronic acid CN1C(=NC=C1)C[C@@H](C(=O)N[C@@H](CCCC1=CC=CC=C1)B(O)O)NC(=O)C1=NC=CN=C1